2-[2-(4,4-difluoroazepan-1-yl)-3-quinolinyl]-4-oxo-1H-1,6-naphthyridine-5-carboxamide FC1(CCN(CCC1)C1=NC2=CC=CC=C2C=C1C=1NC=2C=CN=C(C2C(C1)=O)C(=O)N)F